C(\C=C/C(=O)O)(=O)O.CNS(=O)(=O)C[C@@H]1CC[C@H](CC1)N(C=1C2=C(N=CN1)NC=C2)C trans-N-methyl-4-(methyl-7H-pyrrolo[2,3-d]pyrimidine-4-ylamino)cyclohexyl-methanesulfonamide maleate